4-methoxy-6-(pyrrolidin-1-yl)isoxazolo[5,4-b]pyridin-3-amine COC1=C2C(=NC(=C1)N1CCCC1)ON=C2N